C(C)OC1(CCCCC1)OOC(C)(C)C 1-ethoxy-1-t-butylperoxycyclohexan